FC(C1=CC=CC(=N1)NC(=O)[C@@H]1CC12CCN(CC2)C(=O)OC(C(F)(F)F)C(F)(F)F)(F)F |o1:11| 1,1,1,3,3,3-hexafluoropropan-2-yl (R or S)-1-((6-(trifluoromethyl)pyridin-2-yl)carbamoyl)-6-azaspiro[2.5]octane-6-carboxylate